[Ni].[Eu] Europium-nickel